FC=1C=NN(C1B1OC(C(O1)(C)C)(C)C)C(C)C 4-fluoro-1-isopropyl-5-(4,4,5,5-tetramethyl-1,3,2-dioxaborolan-2-yl)-1H-pyrazole